(S)-N-(3-(1-((2-ethyl-2H-pyrazolo[3,4-b]pyrazin-6-yl)amino)ethyl)-4-methylphenyl)-3-fluoro-5-methyl-4-((4-methylpiperazin-1-yl)methyl)benzamide C(C)N1N=C2N=C(C=NC2=C1)N[C@@H](C)C=1C=C(C=CC1C)NC(C1=CC(=C(C(=C1)C)CN1CCN(CC1)C)F)=O